Ethyl (3E)-3-[(oxetan-3-yl)imino]-2-phenylpropanoate O1CC(C1)\N=C\C(C(=O)OCC)C1=CC=CC=C1